BrC1=C2C3(C(NC2=CC(=C1)C(=O)O)=O)CC(CC3)O[Si](C)(C)C(C)(C)C 4'-bromo-3-((tert-butyldimethylsilyl)oxy)-2'-oxospiro[cyclopentane-1,3'-indoline]-6'-carboxylic acid